(2RS)-2-(1-methylethyl)pentanoic acid CC(C)[C@H](C(=O)O)CCC |r|